NC1=NC=CC=C1C1=NC=2C(=NC(=CC2)C2=NN3C(COCC3)=C2)N1C=1C=C2CC[C@@H](C2=CC1)NC1CCN(CC1)C(C=C)=O (S)-1-(4-((5-(2-(2-aminopyridin-3-yl)-5-(6,7-dihydro-4H-pyrazolo[5,1-c][1,4]oxazin-2-yl)-3H-imidazo[4,5-b]pyridin-3-yl)-2,3-dihydro-1H-inden-1-yl)amino)piperidin-1-yl)prop-2-en-1-one